CC1=NC2=C3N=C(C=C(C3=CC=C2C(=C1)C1=CC=NC=C1)C1=CC=NC=C1)C 2,9-dimethyl-4,7-bis(pyridin-4-yl)-1,10-phenanthroline